C(#N)C=1C=C(C=NC1)B(O)O (5-cyano-3-pyridyl)boronic acid